CC1N(CCC2=C(N=CC=C12)[Sn](C)(C)C)C(=O)OC(C)(C)C tert-butyl 1-methyl-5-(trimethylstannyl)-3,4-dihydro-1H-2,6-naphthyridine-2-carboxylate